[Li+].[N-](S(=O)(=O)C(F)(F)C(F)(F)F)S(=O)(=O)C(F)(F)C(F)(F)F bis(pentafluoroethylsulfonyl)imide lithium salt